1,2-bis(4-methoxyphenyl)ethan-1-one COC1=CC=C(C=C1)C(CC1=CC=C(C=C1)OC)=O